NC=1C(=NC(=CN1)C1=CC=C(C=C1)S(=O)(=O)C)C(=O)O 3-amino-6-(4-(methylsulfonyl)phenyl)pyrazine-2-carboxylic acid